3-Chloro-pyridine-2-carboxylic acid {(R or S)-1-[4-methyl-5-(1-methyl-2-oxo-1,2,3,4-tetrahydro-quinolin-6-yl)-pyridin-3-yl]-ethyl}-amide CC1=C(C=NC=C1C=1C=C2CCC(N(C2=CC1)C)=O)[C@@H](C)NC(=O)C1=NC=CC=C1Cl |o1:19|